C(C)(C)(C)OC(=O)NC1=CC(=C(N=N1)C1CCN(CC1)C(=O)OC(C)(C)C)OC tert-Butyl 4-(6-{[(tert-butoxy)carbonyl]amino}-4-methoxypyridazin-3-yl)piperidine-1-carboxylate